NCC(=O)OC1=C2C(=CNC2=CC=C1)CCN(C([2H])([2H])[2H])C([2H])([2H])[2H] 3-(2-(bis(methyl-d3)amino) ethyl)-1H-indol-4-yl glycinate